C(C=CC1=CC=CC=C1)N1C(O[C@@H]([C@@H]1C)C1=CC=CC=C1)=O (4S,5R)-3-cinnamyl-4-methyl-5-phenyloxazolidine-2-one